CN1N=CC2=CC=C(C=C12)C=1C=2C(=NN(C2C=CC1)CC(=O)NCC(=O)NCC(=O)OC(C)(C)C)C1CCN(CC1)C(CCC(C)=O)=O tert-butyl (2-(1'-methyl-3-(1-(4-oxopentanoyl)piperidin-4-yl)-1H,1'H-[4,6'-biindazol]-1-yl)acetyl)glycylglycinate